2-(4-((benzyloxy)methyl)-3,5-difluorophenyl)ethan-1-amine C(C1=CC=CC=C1)OCC1=C(C=C(C=C1F)CCN)F